N-((R)-2-cyano-1-(4-(ethylsulfonyl)phenyl)ethyl)-4-((2S,4S)-2-((difluoromethoxy)methyl)-4-((5-(trifluoromethoxy)pyridin-2-yl)oxy)pyrrolidin-1-yl)benzamide C(#N)C[C@H](C1=CC=C(C=C1)S(=O)(=O)CC)NC(C1=CC=C(C=C1)N1[C@@H](C[C@@H](C1)OC1=NC=C(C=C1)OC(F)(F)F)COC(F)F)=O